5-(2-{5-[(3S,4R)-3-amino-4-hydroxypiperidine-1-carbonyl]-7-methoxy-1-methyl-1H-1,3-benzodiazol-2-yl}-1-(cyclopropylmethyl)-1H-pyrrolo[2,3-b]pyridin-6-yl)-2,3-dihydro-1H-indol-2-one N[C@H]1CN(CC[C@H]1O)C(=O)C1=CC2=C(N(C(=N2)C2=CC=3C(=NC(=CC3)C=3C=C4CC(NC4=CC3)=O)N2CC2CC2)C)C(=C1)OC